tert-Butyl 5-bromo-4-oxospiro[chromane-2,4'-piperidine]-1'-carboxylate BrC1=C2C(CC3(CCN(CC3)C(=O)OC(C)(C)C)OC2=CC=C1)=O